N-methylmethanamine CNC